ClC=1C=C(C(=O)N2CCC3(CCN(CC3)C[C@H]3C(CN(CC3)C(=O)OC(C)(C)C)(F)F)CC2)C=C(C1C)N1C(NC(CC1)=O)=O tert-butyl (S)-4-((9-(3-chloro-5-(2,4-dioxotetrahydropyrimidin-1(2H)-yl)-4-methylbenzoyl)-3,9-diazaspiro[5.5]undecan-3-yl)methyl)-3,3-difluoropiperidine-1-carboxylate